(5aR,7aR,7bS)-3,3,7,7-tetramethyl-hexahydro-3H,5H-cyclobuta[3,4]pyrrolo[1,2-c]oxazol-5-one CC1(OC[C@H]2N1C([C@H]1[C@@H]2C(C1)(C)C)=O)C